Cl.C(C)[C@H]1OC2=C(CNC1)C=CC=C2 (R)-2-Ethyl-2,3,4,5-tetrahydrobenzo[f][1,4]oxazepine hydrochloride